COC=1C=NC=CC1S(=NC(C1=CC=C(C=C1)CC1=NOC(=N1)C(F)(F)F)=O)(=O)C N-((3-methoxypyridin-4-yl)(methyl)(oxo)-λ6-sulfaneylidene)-4-((5-(trifluoromethyl)-1,2,4-oxadiazol-3-yl)methyl)benzamide